COC=1C=C2C(=NC=NC2=CC1OC)C=1C=CC(=NC1)NCCN N1-(5-(6,7-dimethoxyquinazolin-4-yl)pyridin-2-yl)ethane-1,2-diamine